4-(7-(difluoromethyl)-8-fluoroimidazo[1,2-a]pyridin-3-yl)-7-((5-((2,2,4-trimethylpiperazin-1-yl)methyl)pyridin-2-yl)amino)isoindolin-1-one FC(C1=C(C=2N(C=C1)C(=CN2)C2=C1CNC(C1=C(C=C2)NC2=NC=C(C=C2)CN2C(CN(CC2)C)(C)C)=O)F)F